6-o-methylbenzoyl-9-ethylcarbazole CC1=C(C(=O)C=2C=C3C=4C=CC=CC4N(C3=CC2)CC)C=CC=C1